CN(CC(F)(F)C=1SC2=C(N1)C=C(C=C2)C2=CC[C@@H](CN2C(=O)OC(C)(C)C)C)C (S)-tert-butyl 6-(2-(2-(dimethylamino)-1,1-difluoroethyl)benzo[d]thiazol-5-yl)-3-methyl-3,4-dihydropyridine-1(2H)-carboxylate